lauryl α-methallyloxymethylacrylate C(C(C)=C)OCC(C(=O)OCCCCCCCCCCCC)=C